methyl (((1R,3r)-3-((5-(5-((1r,4R)-4-acetamidocyclohexyl)-1,3,4-thiadiazol-2-yl)-2-(3-cyanopyrrolo[1,2-b]pyridazin-7-yl) pyridin-4-yl)amino)cyclobutyl) methyl)carbamate C(C)(=O)NC1CCC(CC1)C1=NN=C(S1)C=1C(=CC(=NC1)C1=CC=C2N1N=CC(=C2)C#N)NC2CC(C2)CNC(OC)=O